(2R)-2-(Isopropylamino)-3-phenylpropyl (aminocarbonyl)carbamate NC(=O)NC(OC[C@@H](CC1=CC=CC=C1)NC(C)C)=O